((3aS,4R,6aS)-6-(4-aminopyrrolo[2,1-f][1,2,4]triazin-7-yl)-4-cyano-2,2-dimethyltetrahydrofuro[3,4-d][1,3]dioxol-4-yl)methyl (2-chlorophenyl) hydrogen phosphate P(=O)(OC[C@]1(OC([C@@H]2OC(O[C@@H]21)(C)C)C2=CC=C1C(=NC=NN12)N)C#N)(OC1=C(C=CC=C1)Cl)O